Tris(isopropyl-methyl-cyclopentadienyl)yttrium C(C)(C)C=1C(C=CC1)(C)[Y](C1(C(=CC=C1)C(C)C)C)C1(C(=CC=C1)C(C)C)C